N1(CCC12COC2)CC=2C=C(C=C(C2)C(F)(F)F)NC(=O)C2=CSC=1CN(CCC12)C(=O)C1=CN=C2N1C=CC=C2 N-(3-((6-Oxa-1-azaspiro[3.3]heptan-1-yl)methyl)-5-(trifluoromethyl)phenyl)-6-(imidazo[1,2-a]pyridin-3-carbonyl)-4,5,6,7-tetrahydrothieno[2,3-c]pyridin-3-carboxamid